tert-butyl 4-(6-(4-amino-3-(2-aminobenzo[d]oxazol-5-yl)-1H-pyrazolo[3,4-d]pyrimidin-1-yl)pyrimidin-4-yl)piperazine-1-carboxylate NC1=C2C(=NC=N1)N(N=C2C=2C=CC1=C(N=C(O1)N)C2)C2=CC(=NC=N2)N2CCN(CC2)C(=O)OC(C)(C)C